FC(C=1C=CC(=NC1)C1=NN2C(CN(CC2)C(C=C)=O)=N1)(F)F (2-(5-(trifluoromethyl)pyridin-2-yl)-5,6-dihydro-[1,2,4]triazolo[1,5-a]pyrazin-7(8H)-yl)prop-2-en-1-one